N-[4-[1,5-bis(hydroxymethyl)-8-oxabicyclo[3.2.1]octa-2,6-dien-3-yl]-2-(4,4-dimethylcyclohexen-1-yl)phenyl]-4-cyano-1-(2-trimethylsilylethoxymethyl)imidazole-2-carboxamide OCC12C=C(CC(C=C1)(O2)CO)C2=CC(=C(C=C2)NC(=O)C=2N(C=C(N2)C#N)COCC[Si](C)(C)C)C2=CCC(CC2)(C)C